ethyl 2-isocyano-5-phenylpenta-2,4-dienoate [N+](#[C-])C(C(=O)OCC)=CC=CC1=CC=CC=C1